C(#N)C=1C(=CC=C2C=NN(C12)CC1=CC=C(C=C1)OC)OS(=O)(=O)C(F)(F)F trifluoromethanesulfonic acid 7-cyano-1-[(4-methoxyphenyl) methyl]-1H-indazol-6-yl ester